2-chloro-6-(trifluoromethyl)nicotinaldehyde-d ClC1=C(C=O)C=C(C(=N1)C(F)(F)F)[2H]